methyl 1-ethynyl-cyclohexyl oxalate C(C(=O)OC1(CCCCC1)C#C)(=O)OC